Natrium (S)-3-(3-(1,5-Dimethyl-4-oxido-2-oxo-1,2-dihydropyridin-3-yl)ureido)-3-(4-phenylthiophen-2-yl)propanoat CN1C(C(=C(C(=C1)C)[O-])NC(N[C@@H](CC(=O)[O-])C=1SC=C(C1)C1=CC=CC=C1)=O)=O.[Na+].[Na+]